The molecule is a 1-acyl-sn-glycero-3-phospho-(1'-sn-glycerol)(1-) in which the acyl group is specified as octadecanoyl (stearoyl); major species at pH 7.3. It is a conjugate base of a 1-octadecanoyl-sn-glycero-3-phospho-(1'-sn-glycerol). CCCCCCCCCCCCCCCCCC(=O)OC[C@H](COP(=O)([O-])OC[C@H](CO)O)O